C(C)[C@H]1C[C@H](NCC1(F)F)C1=CC=CC=C1 |r| rac-(2s,4s)-4-ethyl-5,5-difluoro-2-phenyl-piperidine